5-(3-Fluoro-3,4,5,6-tetrahydro-2H-[1,2']bipyridinyl-4-yl)-2-methyl-7-(2-trifluoromethyl-benzyl)-2,4,5,7-tetrahydro-pyrazolo[3,4-d]pyrimidin-6-one FC1CN(CCC1N1C(N(C=2C(C1)=CN(N2)C)CC2=C(C=CC=C2)C(F)(F)F)=O)C2=NC=CC=C2